COCCN1CC2N(C(C1)C2)C(=O)OC(C)(C)C tert-butyl 3-(2-methoxyethyl)-3,6-diazabicyclo[3.1.1]heptane-6-carboxylate